C(CCC)[B-](CCCC)(CCCC)CCCC.C(C)(C)(C)[P+](C)(C)C(C)(C)C di-tert-butyldimethylphosphonium tetrabutyl-borate